NC1=NC=CC=C1C1=NC=2C(=NC(=CC2)C2=CC=CC=C2)N1C1=CC=C(C=C1)C1CN(C1)[C@@H](C)C1=C(C(=O)O)C=CC=C1 [(1S)-1-[3-[4-[2-(2-amino-3-pyridyl)-5-phenyl-imidazo[4,5-b]pyridin-3-yl]phenyl]azetidin-1-yl]ethyl]benzoic acid